3-(6-(3-(4-(pyrrolidin-1-yl)piperidin-1-yl)-(E)-propenyl)pyridin-3-yl)-1H-1,2,4-triazole-3,5-diamine N1(CCCC1)C1CCN(CC1)C/C=C/C1=CC=C(C=N1)C1(NNC(=N1)N)N